6-fluoro-4-oxo-1-phenyl-1,4-dihydroquinoline-3-carboxylic acid FC=1C=C2C(C(=CN(C2=CC1)C1=CC=CC=C1)C(=O)O)=O